(R)-N-(3-aminobenzyl)-2-((3,5-dichloropyridin-2-yl)oxy)butanamide NC=1C=C(CNC([C@@H](CC)OC2=NC=C(C=C2Cl)Cl)=O)C=CC1